(benzyloxy)-N-(2-(2,6-dioxopiperidin-3-yl)-1-oxoisoindolin-5-yl)picolinamide C(C1=CC=CC=C1)OC=1C(=NC=CC1)C(=O)NC=1C=C2CN(C(C2=CC1)=O)C1C(NC(CC1)=O)=O